3-(2-(1-(((pentadecyloxy)carbonyl)oxy)ethoxy)-2,2-diphenylacetoxy)spiro[bicyclo[3.2.1]octane-8,1'-pyrrolidin]-8-ium formate C(=O)[O-].C(CCCCCCCCCCCCCC)OC(=O)OC(C)OC(C(=O)OC1CC2CCC(C1)[N+]21CCCC1)(C1=CC=CC=C1)C1=CC=CC=C1